5-[3-[(3R,9aS)-3-(3-chloro-4-fluoro-phenyl)-3,4,6,7,9,9a-hexahydro-1H-pyrazino[2,1-c][1,4]oxazine-8-carbonyl]-2-chlorophenyl]-1H-pyridin-2-one ClC=1C=C(C=CC1F)[C@@H]1CN2[C@H](CO1)CN(CC2)C(=O)C=2C(=C(C=CC2)C=2C=CC(NC2)=O)Cl